bromo-2'-(methylsulfinyl)-8'H-spiro[cyclopentane-1,9'-imidazo[1',2':1,6]pyrido[2,3-d]pyrimidine] BrC=1C2=C(N=C(N1)S(=O)C)N1C(C=C2)=NCC12CCCC2